NCC(C1=CC(=CC=C1)OC)N1C=NC2=CC(=CC=C2C1=O)C=1C=NNC1C 3-(2-amino-1-(3-methoxyphenyl)ethyl)-7-(5-methyl-1H-pyrazol-4-yl)quinazolin-4(3H)-one